Cl.N[C@@H](CC(C)C)C(=O)OC(C)(C)C tert-butyl L-leucinate hydrochloride